7-(2-((tetrahydro-2H-pyran-2-yl)oxy)ethyl)cinnoline O1C(CCCC1)OCCC1=CC=C2C=CN=NC2=C1